O=C1N(CC2=C(C=CC=C12)OCC1=CC=C(C=C1)CN1CCN(CC1)S(=O)(=O)C(F)(F)F)C1C(NC(CC1)=O)=O 3-{Oxo-4-[4-(4-trifluoromethanesulfonyl-piperazin-1-ylmethyl)-benzyloxy]-1,3-dihydro-isoindol-2-yl}-piperidine-2,6-dione